NC1(CC1)C1CN(CCC1)C1=CC=C(N=N1)C1=C(C=C(C=C1Cl)Cl)O 2-[6-[3-(1-aminocyclopropyl)-1-piperidyl]pyridazin-3-yl]-3,5-dichloro-phenol